S(OC=1C=CC=2C3(C4=CC=C(C=C4C2C1)OS(=O)(=O)F)C1=CC=CC=C1C=1C=CC=CC13)(=O)(=O)F 9,9'-spirobi[fluorene]-3,6-diyl bis(sulfurofluoridate)